ClC1=C(C=C(C=C1)C1=CC(=C(C(=C1)C(C)C)CC(=O)NS(=O)(=O)C1=CC=C(C=C1)CN(C)C)C(C)C)F 2-[4-(4-chloro-3-fluorophenyl)-2,6-di(propan-2-yl)phenyl]-N-[4-[(dimethylamino)methyl]phenyl]sulfonylacetamide